ethyl 1-(1-cyclopropyl-2-ethoxy-2-oxoethyl)-3-iodo-1H-pyrazole-5-carboxylate C1(CC1)C(C(=O)OCC)N1N=C(C=C1C(=O)OCC)I